P(O)(O)=O.NC=1C=C(C(=O)O)C=C(C1)N 3,5-diaminobenzoic acid phosphonate